C(C)(C)(C)OC(=O)C=1C2CCC(C1)O2.CN(C2=C(C=NC1=C(C=CC=C21)C2=C(C(=CC(=C2)F)F)F)NC(=O)C2CCOC1=CC=CC=C21)C N-(4-(dimethylamino)-8-(2,3,5-trifluorophenyl)quinolin-3-yl)chroman-4-carboxamide tert-butyl-7-oxabicyclo[2.2.1]hept-2-ene-2-carboxylate